Cl.Cl.C(C)(C)(C)C1=CC(=NC(=C1)C(N)=N)C(N)=N 4-tert-butylpyridine-2,6-dicarboximidamide, dihydrochloride salt